COC(=O)C=1C(=NC=C(C1)N(C(=O)OC(C)(C)C)C(=O)OC(C)(C)C)C.C(C)(C)(C)OC(=O)N(C=1C=C(C(=NC1)CBr)C(=O)OC)C(=O)OC(C)(C)C methyl 5-[bis(tert-butoxycarbonyl)amino]-2-(bromomethyl)pyridine-3-carboxylate Methyl-5-[bis(tert-butoxycarbonyl)amino]-2-methyl-pyridine-3-carboxylate